n-dodecyl (2-ethylhexyl) dodecanedioate C(CCCCCCCCCCC(=O)OCC(CCCC)CC)(=O)OCCCCCCCCCCCC